OCCNC(C(C)(C)NC(=O)C1=C(OC2=C1C=C(C=C2)OCC2=C(N=CS2)C)C)=O N-(1-((2-hydroxyethyl)amino)-2-methyl-1-oxopropan-2-yl)-2-methyl-5-((4-methylthiazol-5-yl)methoxy)benzofuran-3-carboxamide